NC1=C(C(NC2=C(C=CC=C12)C1=NC(=NC=C1C#N)C)=O)C(=O)NCCC 4-amino-8-(5-cyano-2-methyl-pyrimidin-4-yl)-2-oxo-N-propyl-1H-quinoline-3-carboxamide